C(C)(C)(C)OC(=O)N1CCN(CC1)[C@H](CC1CC1)C1=CC=C(C=C1)[C@H](C)N 4-[(1R)-1-[4-[(1S)-1-aminoethyl]phenyl]-2-cyclopropyl-ethyl]piperazine-1-carboxylic acid tert-butyl ester